NC1CCN(CC1)C1=C(N=NC2=CC=C(C=C12)C=1C(=C(C#N)C=C(C1)F)O)C1=CC(=CC(=C1)C)Cl 3-[4-(4-aminopiperidin-1-yl)-3-(3-chloro-5-methylphenyl)cinnolin-6-yl]-5-fluoro-2-hydroxybenzonitrile